CC=1OCCC1 2-methyl-4,5-dihydrofuran